ClC1=NN2C(C(=N1)N(CC1=CC=C(C=C1)OC)CC1=CC=C(C=C1)OC)=NC=C2 chloro-N,N-bis(4-methoxybenzyl)imidazo[2,1-f][1,2,4]triazin-4-amine